ClC1=C(C=C(C=C1)C(=O)N1CCC(CC1)COC([2H])([2H])C1CCNCC1)N1CNCC=C1 1-(2-Chloro-5-(4-((piperidin-4-ylmethoxy-d2)methyl)piperidine-1-carbonyl)phenyl)dihydropyrimidine